tert-Butyl (7-bromo-2-chloropyrrolo[2,1-f][1,2,4]triazin-4-yl)(cyclopentyl)carbamate BrC1=CC=C2C(=NC(=NN21)Cl)N(C(OC(C)(C)C)=O)C2CCCC2